(3S)-tetrahydrofuran-3-carboxylic acid O1C[C@H](CC1)C(=O)O